C(N)([O-])=O.[Cu+2].CSSC.C(N)([O-])=O dimethyl disulphide copper carbamate